4-(2-((3S*,8aR)-7-(5-chloro-2-(4-(trifluoromethyl)-1H-1,2,3-triazol-1-yl)phenyl)-5-oxo-1,2,3,5,8,8a-hexahydroindolizin-3-yl)-1H-imidazol-5-yl)-3-fluoropicolinic acid ClC=1C=CC(=C(C1)C1=CC(N2[C@@H](CC[C@@H]2C1)C=1NC(=CN1)C1=C(C(=NC=C1)C(=O)O)F)=O)N1N=NC(=C1)C(F)(F)F |o1:11|